2-fluoro-6H,7H,8H,9H,10H-cyclohepta[b]quinoline-11-amine hydrochloride Cl.FC=1C=C2C(=C3C(=NC2=CC1)CCCCC3)N